7,7-difluoro-6,7,8,9-tetrahydropyrazino[1,2-a]indol-1(2H)-one FC1(CCC=2C=C3N(C2C1)C=CNC3=O)F